dihydro-1'H-spiro[cyclobutan-1,4'-isoquinoline]-1'-one C1(NCC2(C3=CC=CC=C13)CCC2)=O